3-(4-(2-(1H-Pyrazol-4-yl)morpholino)pyrimidin-2-yl)imidazo[1,2-a]pyrazine-6-carbonitrile N1N=CC(=C1)C1OCCN(C1)C1=NC(=NC=C1)C1=CN=C2N1C=C(N=C2)C#N